OC=CC(=O)O 3-hydroxyacrylic acid